Cl.N1C[C@@H](CC1)OC1=NC=C(C#N)C=C1 (R)-6-(pyrrolidin-3-yloxy)nicotinonitrile hydrochloride